COC(C1=C(C=C(C=C1)NC1CN(CC1)C)OC)=O 2-methoxy-4-((1-methylpyrrolidin-3-yl)amino)benzoic acid methyl ester